FC1(CCN(CC1)C=1C=C(C=CC1OC)NC(=O)C=1C(=CC(=CC1)NS(=O)(=O)CC)C1=CC=C(C=C1)F)F N-(3-(4,4-difluoropiperidin-1-yl)-4-methoxyphenyl)-5-(ethylsulfonamido)-4'-fluoro-[1,1'-biphenyl]-2-carboxamide